tert-butyl 2-(2-(4-(4'-chloro-5'-oxo-5'H-spiro[cyclohexane-1,7'-indolo[1,2-a]quinazolin]-9'-yl)piperidin-1-yl)ethoxy)acetate ClC=1C=2C(N=C3N(C2C=CC1)C1=CC=C(C=C1C31CCCCC1)C1CCN(CC1)CCOCC(=O)OC(C)(C)C)=O